ClC1=CC(=C(N(CC)CC)C=C1OC)OC 4-chloro-2,5-dimethoxydiethylaniline